FC1=C(C=C(C=C1)F)C(F)(F)F 2,5-difluorotrifluoromethyl-benzene